ethyl P-ethynyl-N-phenylphosphonamidate C(#C)P(OCC)(=O)NC1=CC=CC=C1